(E)-3-(furan-2-yl)acrylonitrile O1C(=CC=C1)/C=C/C#N